N1(C=NC2=C1C=CC=C2)C2=CC=C(C=C2)C(\C=C\C2=CC(=CC=C2)O)=O (E)-1-[4-(Benzimidazol-1-yl)phenyl]-3-(3-hydroxyphenyl)prop-2-en-1-one